N-(1-ethoxybutane-2-yl)azetidine-3-carboxamide hydrochloride Cl.C(C)OCC(CC)NC(=O)C1CNC1